C1(CCCCCC1)[C@]1(C(NC2=C(C(=CC=C12)F)F)=O)C1=CC=C(C=C1)B(O)O (S)-(4-(3-cycloheptyl-6,7-difluoro-2-oxoindolin-3-yl)phenyl)boronic acid